1-([2,4'-Bipiperidin]-1-yl)-2-((3-Isopropyl-2-(2-methylpyridin-4-yl)-1H-Indol-5-yl)oxy)ethan-1-on N1(C(CCCC1)C1CCNCC1)C(COC=1C=C2C(=C(NC2=CC1)C1=CC(=NC=C1)C)C(C)C)=O